3-Amino-4-(1H-indazol-4-yl)-1H-1,7-phenanthroline-2-one NC=1C(NC2=C3C=CC=NC3=CC=C2C1C1=C2C=NNC2=CC=C1)=O